5-(7-(4-(4-amino-3-(4-phenoxyphenyl)-1H-pyrazolo[3,4-d]pyrimidin-1-yl)piperidin-1-yl)-2-azaspiro[3.5]non-2-yl)-2-(2,6-dioxopiperidin-3-yl)isoindoline-1,3-dione NC1=C2C(=NC=N1)N(N=C2C2=CC=C(C=C2)OC2=CC=CC=C2)C2CCN(CC2)C2CCC1(CN(C1)C=1C=C3C(N(C(C3=CC1)=O)C1C(NC(CC1)=O)=O)=O)CC2